(7E)-7,9-dodecadienyl chloride C(CCCCC\C=C\C=CCC)Cl